ethyl 5-(methylcarbamoyl)-4-(1-phenyl-2-(tosyloxy) ethoxy)-1H-pyrrole-2-carboxylate CNC(=O)C1=C(C=C(N1)C(=O)OCC)OC(COS(=O)(=O)C1=CC=C(C)C=C1)C1=CC=CC=C1